2-[1-(2,2-difluoroethyl)-1H-pyrazolo[3,4-b]pyrazin-6-yl]-8-[3-(trifluoromethyl)pyridin-2-yl]-2,8-diazaspiro[4.5]decan-1-one FC(CN1N=CC=2C1=NC(=CN2)N2C(C1(CC2)CCN(CC1)C1=NC=CC=C1C(F)(F)F)=O)F